3-(8-Bromo-[1,2,4]triazolo[1,5-a]pyridin-5-yl)pentan-3-ol BrC=1C=2N(C(=CC1)C(CC)(CC)O)N=CN2